FC=1C(=NC(=NC1)NC1CC(NCC1)=O)C=1C=C(C=CC1)N1C(C=CC=C1)=O 1-(3-(5-fluoro-2-((2-oxopiperidin-4-yl)amino)pyrimidin-4-yl)phenyl)pyridin-2(1H)-one